pentaerythritol dodecyl-thiopropyl-thiopropionate C(CCCCCCCCCCC)SCCCC(C(=S)OCC(CO)(CO)CO)C